Thiophene-2-carboxylic acid methyl ester hydrochloride Cl.COC(=O)C=1SC=CC1